5-bromo-4-iodopyridine-3-thiol BrC=1C(=C(C=NC1)S)I